N,N'-(1,10-decanediyldi-1-pyridinyl-4-ylidene)-bis-(1-octanamine) dihydrochloride Cl.Cl.C(CCCCCCCCCN1C=CC(C=C1)=NCCCCCCCC)N1C=CC(C=C1)=NCCCCCCCC